BrCCC/C=C/C(OC)OC (2E)-6-bromo-1,1-dimethoxy-2-hexene